propyl [3-propyl] ketone CCCC(=O)CCC